(6S)-6-hydroxy-2-azaspiro[3.4]octane-2-carboxylic acid tert-butyl ester C(C)(C)(C)OC(=O)N1CC2(C1)C[C@H](CC2)O